NC1=NC(=CC(=N1)N[C@H](C)CCC)CC1=C(C=C(C=C1)OCCNC)OC (R)-2-amino-6-(2-methoxy-4-(2-(methylamino)ethoxy)benzyl)-4-(pentan-2-ylamino)pyrimidin